(R)-1-(7-(4-Fluorobenzoyl)-8-methyl-3-(3-methyl-1,2,4-thiadiazol-5-yl)-5,6,7,8-Tetrahydroimidazo[1,5-a]pyrazin-1-yl)pyrrolidin-2-one FC1=CC=C(C(=O)N2[C@@H](C=3N(CC2)C(=NC3N3C(CCC3)=O)C3=NC(=NS3)C)C)C=C1